t-butyl-iron C(C)(C)(C)[Fe]